P(=O)(O)([O-])[O-].[Ca+2] calcium hydrogen phosphate salt